1-((1S,2S)-1-cyano-2-((2-methoxyethoxy)methyl)cyclopropyl)-5-((S)-2,2-dimethyltetrahydro-2H-pyran-4-yl)-N-methyl-N-phenyl-1H-indole-2-carboxamide C(#N)[C@]1([C@H](C1)COCCOC)N1C(=CC2=CC(=CC=C12)[C@@H]1CC(OCC1)(C)C)C(=O)N(C1=CC=CC=C1)C